BrC1=CC(=C(C=C1)OCC1=CC=C(C=C1)F)CBr 4-bromo-2-(bromomethyl)-1-((4-fluorobenzyl)oxy)benzene